C(C)(C)(C)OC(=O)N1N=C(C(=C1)C1=NC(=C(C=C1)F)C(F)F)C1CC1 3-cyclopropyl-4-[6-(difluoromethyl)-5-fluoro-2-pyridinyl]pyrazole-1-carboxylic acid tert-butyl ester